O1CCN(CC1)CCOC1=CC2=C(N(C=N2)C2=CC=C(C(=N2)OC2=CC=CC=C2)C(C)=O)C=C1 1-[6-[5-(2-morpholinoethoxy)benzimidazol-1-yl]-2-phenoxy-3-pyridyl]ethanone